N,N'-diallyl-N-methyl-5-nitroisophthalamide C(C=C)N(C(C1=CC(C(=O)NCC=C)=CC(=C1)[N+](=O)[O-])=O)C